FC(C1=CC=C(C=C1)C(N1C[C@@H](N(C[C@H]1C)C1=C2N=C(NC2=NC(=N1)Cl)C)C)C1=CC=C(C=C1)C(F)(F)F)(F)F 6-((2S,5R)-4-(bis(4-(trifluoromethyl)phenyl)methyl)-2,5-dimethylpiperazin-1-yl)-2-chloro-8-methyl-9H-purine